methyl-3-amino-4-(5-methoxy-2-nitrophenyl)but-2-enoate COC(C=C(CC1=C(C=CC(=C1)OC)[N+](=O)[O-])N)=O